Dodecyl ((((2R,3S,5R)-5-(6-amino-2-fluoro-9H-purin-9-yl)-2-ethynyl-3-hydroxy-tetrahydrofuran-2-yl)meth-oxy)(phenoxy)phosphoryl)-L-phenylalaninate NC1=C2N=CN(C2=NC(=N1)F)[C@H]1C[C@@H]([C@@](O1)(C#C)COP(=O)(OC1=CC=CC=C1)N[C@@H](CC1=CC=CC=C1)C(=O)OCCCCCCCCCCCC)O